[Cl-].[NH4+].C(CCCCCCC\C=C/C\C=C/CCCCC)(=O)O linoleic acid ammonium chloride